FC=1C=CC(=C(C1)C=1NC=CN1)O 2-(5-fluoro-2-hydroxyphenyl)imidazole